CNC(C1=CC=C(C=C1)NC1=NC=CC(=C1)OC1=C(N=C(S1)C(F)(F)F)C1=CC=CC=C1)=O N-methyl-4-((4-((4-phenyl-2-(trifluoromethyl)thiazol-5-yl)oxy)pyridin-2-yl)amino)benzamide